6-propyl-2H-pyran-2-one C(CC)C1=CC=CC(O1)=O